[Li+].ClC=1C=CC2=C(N=C(O2)[C@H]2[C@@H](C2)C(=O)[O-])C1 Trans-2-(5-chlorobenzo[d]oxazol-2-yl)cyclopropane-1-carboxylic acid lithium salt